CN(N(C)C)C(=O)O[C@H]1C[C@H](CC1)C1=CC(=NN1)N (1R,3S)-3-(3-amino-1H-pyrazol-5-yl)cyclopentyl 1,2,2-trimethylhydrazine-1-carboxylate